C(C=CC=CCCCCCCCCCCC)=O (9Z,11E)-hexadecadienal